C1(=CC=CC=C1)C1=NC(=NC(=N1)C1=CC=CC=C1)C1=C(C=C(C=C1)OCCCCCC)O 2-(4,6-diphenyl-1,3,5-triazine-2-yl)-5-hexyloxyl-phenol